tert-butyl ((S)-1-(((5S,8S,10aR)-8-(((R)-chroman-4-yl)carbamoyl)-3-(cyclopropylcarbamoyl)-6-oxodecahydropyrrolo[1,2-a][1,5]diazocin-5-yl)amino)-1-oxopropan-2-yl)(methyl)carbamate O1CC[C@H](C2=CC=CC=C12)NC(=O)[C@@H]1CC[C@H]2N1C([C@H](CN(CC2)C(NC2CC2)=O)NC([C@H](C)N(C(OC(C)(C)C)=O)C)=O)=O